N-methyl-N-hexyl-acrylamide CN(C(C=C)=O)CCCCCC